4-(2,3-dichloro-6-hydroxyphenyl)-1-(2-azaspiro[3.3]hept-6-yl)pyrrolidine-2-thione ClC1=C(C(=CC=C1Cl)O)C1CC(N(C1)C1CC2(CNC2)C1)=S